FC1=C(C=CC(=C1I)F)S(=O)(=O)N(C)CC1=CC=C(C=C1)OC 2,4-Difluoro-3-iodo-N-(((4-methoxyphenyl)methyl))-N-methyl-benzenesulfonamide